(2R)-2-[6-(5-chloro-2-{[(2S)-1-hydroxypropan-2-yl]amino}pyrimidin-4-yl)-1-oxo-2,3-dihydro-1H-isoindol-2-yl]-3-hydroxy-N-[1-(3-methylphenyl)cyclopropyl]propanamide ClC=1C(=NC(=NC1)N[C@H](CO)C)C1=CC=C2CN(C(C2=C1)=O)[C@@H](C(=O)NC1(CC1)C1=CC(=CC=C1)C)CO